CC1(COC1)C1=CC=C(C=C1)NC(OC1=CC=CC=C1)=O phenyl (4-(3-methyloxetan-3-yl)phenyl)carbamate